ClC=1C=C2C=NN(C2=C(C1)NS(=O)(=O)C=1C=NN(C1)C1=NC=CC(=C1)C(F)(F)F)C N-(5-CHLORO-1-METHYL-1H-INDAZOL-7-YL)-1-(4-(TRIFLUOROMETHYL)PYRIDIN-2-YL)-1H-PYRAZOLE-4-SULFONAMIDE